FC1=C(C=C(C=C1)NC(=O)C=1N(C=C2C1OCC1C(NS2(=O)=O)CN(C1)C(=O)C=1OC(=NN1)C)C)C N-(4-fluoro-3-methylphenyl)-7-methyl-2-(5-methyl-1,3,4-oxadiazole-2-carbonyl)-2,3,3a,4,10,10a-hexahydro-1H,7H-dipyrrolo[3,4-b:3',4'-f][1,4,5]oxathiazocine-8-carboxamide 5,5-dioxide